(E)-N'-(naphthalen-1-ylmethylene)acethydrazide C1(=CC=CC2=CC=CC=C12)\C=N\NC(C)=O